ClC1=NC(=NC(=C1CC)C1=C(C=CC=C1C)C)NS(=O)(=O)C=1C=C(C(=O)OC)C=CC1 Methyl 3-[[4-chloro-6-(2,6-dimethylphenyl)-5-ethyl-pyrimidin-2-yl]sulfamoyl]benzoate